C(#N)C1=C(C=C(C=2N=CN(C21)C)C2=CC=C(C=C2)OC(F)(F)F)CNC(C=C)=O N-[[4-cyano-3-methyl-7-[4-(trifluoromethoxy)phenyl]benzimidazol-5-yl]methyl]prop-2-enamide